C12(CC3CC(CC(C1)C3)C2)C(=O)Cl adamantanoyl chloride